C(C)(C)(C)OC(=O)N/C(/N1C[C@@H](CCC1)C1=NC(=NO1)C1=CC(=C(C=C1)CCCCCCCCCCC)C(F)(F)F)=N/C(OC(C)(C)C)=O tert-butyl (R,Z)-(((tert-butoxycarbonyl)amino)(3-(3-(3-(trifluoromethyl)-4-undecylphenyl)-1,2,4-oxadiazol-5-yl)piperidin-1-yl)methylene)carbamate